[Na].ClC=1C=C2C(C(=O)OC2=O)=CC1 4-chlorophthalic anhydride sodium salt